8-(6-bromopyridin-3-yl)-6-oxo-3,4-dihydro-2H,6H-pyrimido[2,1-b][1,3]thiazine-7-carbonitrile BrC1=CC=C(C=N1)C=1N=C2SCCCN2C(C1C#N)=O